(4-(((3R,4R)-1-(2-cyanoacetyl)-4-methylpiperidin-3-yl)(methyl)amino)-7H-pyrrolo[2,3-d]pyrimidin-7-yl)methyl-2-(3-phenoxyphenyl)propanoate C(#N)CC(=O)N1C[C@@H]([C@@H](CC1)C)N(C=1C2=C(N=CN1)N(C=C2)COC(C(C)C2=CC(=CC=C2)OC2=CC=CC=C2)=O)C